1-(tert-butyl) 3-ethyl 3-(2-bromo-N-(3,4-difluorobenzyl)acetamido)azetidine-1,3-dicarboxylate BrCC(=O)N(CC1=CC(=C(C=C1)F)F)C1(CN(C1)C(=O)OC(C)(C)C)C(=O)OCC